C(CCCCCCC)C(CCCCCCCC)OC(CCCCCCCOC(=O)[C@H]1N(C[C@@H](C1)N1N=NC(=C1)CN(C)C)CCCCCC(OCCCCCCCCCCC)=O)=O.CC1=C(C(=CC(=C1)C(F)(F)F)C)NC1=CC=CC=C1 2,6-dimethyl-4-(trifluoromethyl)phenylaniline [8-(1-octylnonoxy)-8-oxo-octyl](2S,4R)-4-[4-[(dimethylamino)methyl]triazol-1-yl]-1-(6-oxo-6-undecoxy-hexyl)pyrrolidine-2-carboxylate